N-(4-{[3-(4-cyano-3-methylphenyl)-1-{[2-(trimethylsilyl)ethoxy]methyl}-1H-pyrrolo[2,3-b]pyridin-4-yl]oxy}-3,5-difluorophenyl)-N'-[(3-methyloxetan-3-yl)methyl]urea C(#N)C1=C(C=C(C=C1)C1=CN(C2=NC=CC(=C21)OC2=C(C=C(C=C2F)NC(=O)NCC2(COC2)C)F)COCC[Si](C)(C)C)C